5-(pyridin-2-yloxy)pyridin-2-amine N1=C(C=CC=C1)OC=1C=CC(=NC1)N